6-(cyclopropanecarboxamido)-4-((2-methoxy-3-(1-(2-(trifluoromethoxy)cyclopentyl)-1H-pyrazol-4-yl)phenyl)amino)pyridazine-3-carboxamide C1(CC1)C(=O)NC1=CC(=C(N=N1)C(=O)N)NC1=C(C(=CC=C1)C=1C=NN(C1)C1C(CCC1)OC(F)(F)F)OC